C(CCC)P(C12CC3CC(CC(C1)C3)C2)C23CC1CC(CC(C2)C1)C3 Butyldi-1-adamantylphosphin